[K].CC1=CC=C(C=C1)C1=CC(=CC=C1)C(=O)N1CCC(CC1)C (4'-methyl-[1,1'-biphenyl]-3-yl)(4-methylpiperidin-1-yl)methanone potassium